1-(4-chlorobenzyl)-3-(6-(2-(4-(2-hydroxy-2-methylpropyl)piperazin-1-yl)-2-oxoethyl)spiro[3.3]hept-2-yl)urea ClC1=CC=C(CNC(=O)NC2CC3(C2)CC(C3)CC(=O)N3CCN(CC3)CC(C)(C)O)C=C1